C(C1=CC=CC=C1)OC1=CC(=NC(=C1)C)C=1C(=NC2=CC=CC=C2C1)Cl 3-(4-benzyloxy-6-methyl-2-pyridinyl)-2-chloro-quinoline